(1R,2S,3R)-2-ethyl-N-[6-[(3S,4S)-4-(4-fluoro-3-methyl-tetrahydrofuran-3-yl)piperazin-1-yl]-7-methyl-3-isoquinolyl]-3-(1-methylpyrazol-4-yl)cyclopropanecarboxamide C(C)[C@@H]1[C@H]([C@@H]1C=1C=NN(C1)C)C(=O)NC=1N=CC2=CC(=C(C=C2C1)N1CCN(CC1)[C@]1(COC[C@H]1F)C)C